FC=1C(=NC=2N(C1)N=CC2C(=O)OCC)N2[C@H](CCC2)C=2C(=NC=C(C2)F)OC ethyl (R)-6-fluoro-5-(2-(5-fluoro-2-methoxypyridin-3-yl)pyrrolidin-1-yl)pyrazolo[1,5-a]pyrimidine-3-carboxylate